[H-].[Lu+3].[H-].[H-] Lutetium hydride